diethoxysilane (S)-6-(propyl(2-(thiophen-2-yl)ethyl)amino)-5,6,7,8-tetrahydronaphthalen-1-yl-4-p-arachidamidobenzenecarboxamidobutyrate C(CC)N([C@@H]1CC=2C=CC=C(C2CC1)OC(CCCNC(=O)C1=CC=C(C=C1)NC(CCCCCCCCCCCCCCCCCCC)=O)=O)CCC=1SC=CC1.C(C)O[SiH2]OCC